tert-butyl β-alaninate hydrochloride Cl.NCCC(=O)OC(C)(C)C